3-[(1H-1,3-benzodiazol-5-yl)methyl]-1-[(2,4-difluorophenyl)methyl]-1-(piperidin-4-yl)urea N1C=NC2=C1C=CC(=C2)CNC(N(C2CCNCC2)CC2=C(C=C(C=C2)F)F)=O